4,6-Diphenyl-1,3-bis(di-tert-butylphosphino)-toluene C1(=CC=CC=C1)C1=C(CC(C)(C(=C1)C1=CC=CC=C1)P(C(C)(C)C)C(C)(C)C)P(C(C)(C)C)C(C)(C)C